4-methyl-N-[(1s,4s)-4-{[2-(trifluoromethyl)quinolin-4-yl]amino}cyclohexyl]-1,3-thiazole-5-carboxamide CC=1N=CSC1C(=O)NC1CCC(CC1)NC1=CC(=NC2=CC=CC=C12)C(F)(F)F